(2S,3R)-2-{3-[1-(benzyloxy)ethyl]-4-chloro-2-fluorobenzenesulfonamido}-3-(6-fluoro-2,3-dimethylphenyl)butanoic acid C(C1=CC=CC=C1)OC(C)C=1C(=C(C=CC1Cl)S(=O)(=O)N[C@H](C(=O)O)[C@H](C)C1=C(C(=CC=C1F)C)C)F